N-benzyl-5-{5-carbamoyl-2-[2-(p-fluorophenyl)ethyl]-6-isobutyl-3-(5-methyl-1,3,4-oxadiazol-2-yl)-4-pyridyl}-2-thenamide C(C1=CC=CC=C1)NC(C1=CC=C(S1)C1=C(C(=NC(=C1C(N)=O)CC(C)C)CCC1=CC=C(C=C1)F)C=1OC(=NN1)C)=O